bromo-4-chloro-6-fluoro-3-((1R,2R)-2-methylcyclopropyl)benzaldehyde BrC1=C(C=O)C(=CC(=C1[C@H]1[C@@H](C1)C)Cl)F